2-(4,4-difluorocyclohexyl)-4-(2-fluorophenyl)pyridin-3-amine FC1(CCC(CC1)C1=NC=CC(=C1N)C1=C(C=CC=C1)F)F